3-(1-hydroxyethyl)-N-[2-[(2R)-1-methylpyrrolidin-2-yl]-1H-pyrrolo[3,2-c]pyridin-6-yl]imidazo[1,5-a]pyridine-7-carboxamide OC(C)C1=NC=C2N1C=CC(=C2)C(=O)NC2=CC1=C(C=N2)C=C(N1)[C@@H]1N(CCC1)C